3-(5-((3-(bis(4-chlorophenyl)methyl)-2-oxoimidazolidin-1-yl)methyl)-1-oxoisoindolin-2-yl)piperidine-2,6-dione ClC1=CC=C(C=C1)C(N1C(N(CC1)CC=1C=C2CN(C(C2=CC1)=O)C1C(NC(CC1)=O)=O)=O)C1=CC=C(C=C1)Cl